1-{[6-(Cyclohexyloxy)-1-methyl-3,4-dihydro-2-naphthalenyl]methyl}-3-methyl-3-pyrrolidinecarboxylic acid C1(CCCCC1)OC=1C=C2CCC(=C(C2=CC1)C)CN1CC(CC1)(C(=O)O)C